OC1=C(C=C(C=C1)CCO)C1=CC=CC=2NN=NC21 (2'-hydroxy-5'-(2-hydroxyethyl)phenyl)benzotriazole